ClCCCCC 5-Chloropentan